BrC(C(=O)NC=1C=C(C=CC1)C)=C 2-Bromo-N-(m-tolyl)acrylamide